1-(6-hydroxybenzo[d][1,3]dioxol-5-yl)ethan-1-one tert-butyl-(cis-4-(methylcarbamoyl)cyclohexyl)carbamate C(C)(C)(C)N(C(O)=O)[C@@H]1CC[C@@H](CC1)C(NC)=O.OC=1C(=CC2=C(OCO2)C1)C(C)=O